methyl (2-(pent-4-en-1-yl)nonanoyl)-L-leucinate C(CCC=C)C(C(=O)N[C@@H](CC(C)C)C(=O)OC)CCCCCCC